BICYCLO[3.3.0]OCTANE-3-ONE C12CC(CC2CCC1)=O